(4-hydroxyphenyl)-1-phenyl-ethane OC1=CC=C(C=C1)C(C)C1=CC=CC=C1